C(C)(=O)OCCBr 1-bromo-2-ethyl acetate